NC1=CC=C(C=C1)C[C@@H](C(=O)OCC(F)(F)F)NC(=O)OC(C)(C)C 2,2,2-trifluoroethyl (S)-3-(4-aminophenyl)-2-((tert-butoxycarbonyl)amino)propanoate